CNC=1C(=CC=CC1)C1=CC=CC=C1 N-methyl-[1,1'-biphenyl]-2-amine